tri-i-butyl-trimellitic acid C(C(C)C)C=1C(=C(C(=C(C1C(=O)O)C(=O)O)CC(C)C)C(=O)O)CC(C)C